C(CCCCCCCCCCC)(=O)[O-].C(CCCCCCCCCCC)(=O)[O-].C[Sn+2]C dimethyl-tin dilaurate